OC(C(=O)[O-])CCCCCCCCCCCCCCCC 2-hydroxystearate